CN1CCN(CC1)C1=C(C=C(C=C1)NC1=NC=2N(C(=N1)C1=CN(C3=CC=CC=C13)C)N=CC2)N 2-(4-(4-methylpiperazinyl)-3-aminophenylamino)-4-(1-methylindol-3-yl)pyrazolo[1,5-a][1,3,5]Triazine